C(C)(C)(C)[C@]1(N(CCN(C1)C=1C=2N(C=C(C1)Br)N=CC2C#N)C(=O)OC(C#CC)C=2C(=NC=C(C2Cl)Cl)Cl)C 1-(2,4,5-Trichloropyridin-3-yl)but-2-yn-1-ol tert-butyl-(R)-4-(6-bromo-3-cyanopyrazolo[1,5-a]pyridin-4-yl)-2-methylpiperazine-1-carboxylate